C(C)(C)(C)OC(=O)NC(C(=O)O)(CC)C(N(C)C1=CC=C(C=C1)OC)=O ((tert-butoxycarbonyl)amino)-2-((4-methoxyphenyl)(methyl)carbamoyl)butanoic acid